3-Methyl-3-methoxypentyl acetate C(C)(=O)OCCC(CC)(OC)C